C=1NCN2C=C3NC=4C=CC=CC4C3=CC21 2,6-dihydroimidazo[1',5':1,6]pyrido[3,4-b]indole